3-((4,4-bis(((Z)-oct-5-en-1-yl)oxy)butanoyl)oxy)-2-(((((1-ethylpiperidin-3-yl)methoxy)carbonyl)oxy)methyl)propyl (3-butylnonyl) adipate C(CCCCC(=O)OCCC(CCCCCC)CCCC)(=O)OCC(COC(CCC(OCCCC\C=C/CC)OCCCC\C=C/CC)=O)COC(=O)OCC1CN(CCC1)CC